COC=1N=CC(=NC1)C1=CC=C2C=C(NC2=C1)CNC(C)=O N-((6-(5-methoxypyrazin-2-yl)-1H-indol-2-yl)methyl)acetamide